N-((5-chloro-6-((3-methylisoxazol-5-yl)methoxy)-1H-indol-2-yl)methyl)-2-(1H-1,2,3-triazol-1-yl)acetamide ClC=1C=C2C=C(NC2=CC1OCC1=CC(=NO1)C)CNC(CN1N=NC=C1)=O